C(CCCC)C1=CC=C(C=C1)/C=C/C(=O)C1=C(C(=O)O)C=CC=C1 (E)-2-(3-(4-pentylphenyl)acryloyl)benzoic acid